ClC1=CNC2=NC=CC(=C21)OC2=CC(=C(C=C2)NC(=O)NC2=CC(=NN2C2=CC=C(C=C2)C#N)C)F 1-(4-((3-CHLORO-1H-PYRROLO[2,3-B]PYRIDIN-4-YL)OXY)-2-FLUOROPHENYL)-3-(1-(4-CYANOPHENYL)-3-METHYL-1H-PYRAZOL-5-YL)UREA